tert-Butyl (2S)-4-[[4-(3-cyanophenyl)-5-(2,6-dimethyl-4-pyridyl)thiazol-2-yl]carbamoyl]-2-(trifluoromethyl)piperazine-1-carboxylate C(#N)C=1C=C(C=CC1)C=1N=C(SC1C1=CC(=NC(=C1)C)C)NC(=O)N1C[C@H](N(CC1)C(=O)OC(C)(C)C)C(F)(F)F